2-chloro-N,N-dimethyl-4-(1-(1-(1-phenylcyclobutanecarbonyl)piperidin-4-yl)azetidin-3-ylamino)benzamide tert-butyl-(3R)-3-(benzyloxycarbonylamino)piperidine-1-carboxylate C(C)(C)(C)OC(=O)N1C[C@@H](CCC1)NC(=O)OCC1=CC=CC=C1.ClC1=C(C(=O)N(C)C)C=CC(=C1)NC1CN(C1)C1CCN(CC1)C(=O)C1(CCC1)C1=CC=CC=C1